3-(((R)-1-(2-((R)-1-(tert-butoxycarbonyl)pyrrolidin-3-yl)-3,6-dimethyl-4-oxo-3,4-dihydroquinazolin-8-yl)ethyl)amino)-6-chloropicolinic acid C(C)(C)(C)OC(=O)N1C[C@@H](CC1)C1=NC2=C(C=C(C=C2C(N1C)=O)C)[C@@H](C)NC=1C(=NC(=CC1)Cl)C(=O)O